ClC=1C=CC=C2C=C(C=C(C12)C1=C(C=C2C(=NC(=NC2=C1F)OC[C@]1(C(C1)(F)F)CO)O)F)OCOC 7-(8-chloro-3-(methoxymethoxy)naphthalen-1-yl)-2-(((R)-2,2-difluoro-1-(hydroxymethyl)cyclopropyl)methoxy)-6,8-difluoroquinazolin-4-ol